4-[(2-oxo-1,2-dihydroquinolin-7-yl)oxy]butyl-4-hydroxypiperidine O=C1NC2=CC(=CC=C2C=C1)OCCCCN1CCC(CC1)O